C1(=CC=CC2=CC3=CC=CC=C3C=C12)C1=C(C=CC=C1)\C=C\C(=O)C1=CC=CC=C1 anthracenyl-chalcone